C1(=CC=CC=C1)CC1=C(C=CC(=C1)CC1=CC=CC=C1)O 2,4-bis(phenylmethyl)phenol